(2S,5S)-5-(4-chlorobenzyl)-2-methyl-4-(4-(5-methyl-1H-pyrazol-3-yl)cyclohexyl)morpholine 2,2,2-trifluoroacetate FC(C(=O)O)(F)F.ClC1=CC=C(C[C@H]2CO[C@H](CN2C2CCC(CC2)C2=NNC(=C2)C)C)C=C1